1H-1,2,3-benzotriazol-4-ylmethanol N1N=NC2=C1C=CC=C2CO